1-isopropyl-4-[4-(1-isopropyl-4-piperidyl)butyl]piperidine C(C)(C)N1CCC(CC1)CCCCC1CCN(CC1)C(C)C